5-(((5-(5-(1-(4-Isobutylphenyl)ethyl)-1,2,4-oxadiazol-3-yl)-2-methylphenyl)amino)methyl)thiophene-2-carboxylic acid C(C(C)C)C1=CC=C(C=C1)C(C)C1=NC(=NO1)C=1C=CC(=C(C1)NCC1=CC=C(S1)C(=O)O)C